(E)-3,4-difluoro-2-isopropyl-5-styrylphenol FC=1C(=C(C=C(C1F)\C=C\C1=CC=CC=C1)O)C(C)C